ethoxypentafluoroethyl-cyclotriphosphazene lithium orthocarbonate C([O-])([O-])([O-])[O-].[Li+].C(C)OP1(=NP=NP=N1)C(C(F)(F)F)(F)F.[Li+].[Li+].[Li+]